4-bromo-7-(thiophen-2-yl)benzo[C][1,2,5]oxadiazole BrC1=CC=C(C2=NON=C21)C=2SC=CC2